8-(2,6-diethyl-4-methylphenyl)tetrahydropyrazolo[1,2-d][1,4,5]oxadiazepine-7,9-dione C(C)C1=C(C(=CC(=C1)C)CC)C1C(N2N(CCOCC2)C1=O)=O